C(CCC)[C@]1(CS(C2=C(N(C1)C1=CC=CC=C1)C=C(C(=C2)OC[C@@](C(=O)O)(C)O)SC)(=O)=O)CC (R)-3-(((R)-3-butyl-3-ethyl-7-(methylsulfanyl)-1,1-dioxo-5-phenyl-2,3,4,5-tetrahydro-1,5-benzothiazepin-8-yl)oxy)-2-hydroxy-2-methylpropanoic acid